ClC1=CC(=C(C=C1OC1=C(C=CC=C1)OC)N1C(N(C(=CC1=O)C(C)(F)F)C)=O)F 3-[4-chloro-2-fluoro-5-(2-methoxyphenoxy)phenyl]-6-(1,1-difluoroethyl)-1-methylpyrimidine-2,4-dione